C(C#C)OCCOC1=CC=C(C=C1)CO (4-(2-(prop-2-yn-1-yloxy)ethoxy)phenyl)methanol